NC(C(C1=CN=NC2=CC=CC=C12)NC(=O)[C@@H]1[C@@H]2[C@H](CN1C([C@H](C(C)C)NC(C(F)(F)F)=O)=O)CCC2)=O (3S,3aS,6aR)-N-(2-amino-1-cinnolin-4-yl-2-oxo-ethyl)-2-[(2S)-3-methyl-2-[(2,2,2-trifluoroacetyl)amino]butanoyl]-3,3a,4,5,6,6a-hexahydro-1H-cyclopenta[c]pyrrole-3-carboxamide